4-fluoro-1-[2-(4-methoxyphenyl)acetyl]-N-{phenyl[4-(propan-2-yl)phenyl]methyl}pyrrolidine-2-carboxamide FC1CC(N(C1)C(CC1=CC=C(C=C1)OC)=O)C(=O)NC(C1=CC=C(C=C1)C(C)C)C1=CC=CC=C1